ClC1=CC2=C(N=C(S2)C23CC(C2)(C3)NC(=O)C=3OC(=CC3)SCC3CC3)C=C1 N-[3-(6-chloro-1,3-benzothiazol-2-yl)-1-bicyclo[1.1.1]pentanyl]-5-(cyclopropylmethylsulfanyl)furan-2-carboxamide